p-hydroxy-p-beta-Aminoethylphenol OC1(CC=C(C=C1)O)CCN